4-butoxy-N-(3,5-difluoro-4-((6-methoxy-7-(2-(methylamino)ethoxy)quinolin-4-yl)oxy)phenyl)pyridine-3-carboxamide C(CCC)OC1=C(C=NC=C1)C(=O)NC1=CC(=C(C(=C1)F)OC1=CC=NC2=CC(=C(C=C12)OC)OCCNC)F